C(=O)C=1C=C(C=2N(C1)N=CN2)C(=O)OC methyl 6-formyl-[1,2,4]triazolo[1,5-a]pyridine-8-carboxylate